N-(4-trifluoromethylphenyl)-2,3,4,5-tetrachlorophthalimide FC(C1=CC=C(C=C1)N1C(C2C(C1=O)(C(=C(C(=C2)Cl)Cl)Cl)Cl)=O)(F)F